NC1=C(C=C(C=N1)C=1C=C2N(N1)CCC21CN(CC1)C(=O)NC(C)(C)C=1C=NC=NC1)C(F)(F)F 2'-[6-amino-5-(trifluoromethyl)pyridin-3-yl]-N-[2-(pyrimidin-5-yl)propan-2-yl]-5',6'-dihydrospiro[pyrrolidine-3,4'-pyrrolo[1,2-b]pyrazole]-1-carboxamide